2-(4-ethyl-3-piperidyl)-5-(4-methoxyphenyl)oxazole C(C)C1C(CNCC1)C=1OC(=CN1)C1=CC=C(C=C1)OC